COC([C@@H](COC(C)C)NC(=O)OCC1=CC=CC=C1)=O.OCC(NCCCNC(CO)(CO)CO)(CO)CO 1,3-bis[tris(hydroxymethyl)methylamino]propane methyl-(2R)-2-(benzyloxycarbonylamino)-3-isopropoxy-propanoate